C(C)(=O)OC=1C(=NC(=CC1)C=1N=NN(C1COC1=NC=CC(=N1)CO)C)CC 1-(2-ethyl-6-(5-(((4-(hydroxymethyl) pyrimidin-2-yl) oxy) methyl)-1-methyl-1H-1,2,3-triazol-4-yl) pyridin-3-yl) acetate